FC1=C(C=CC(=C1)C1=NOC(=N1)C(F)(F)F)N1C(CCC1C1=C(C=CC=C1)OC)=O 1-{2-fluoro-4-[5-(trifluoromethyl)-1,2,4-oxadiazol-3-yl]phenyl}-5-(2-methoxyphenyl)pyrrolidin-2-one